rac-3-(3-(methoxymethyl)pyrrolidin-3-yl)-5-(piperidin-1-ylmethyl)-5,6-dihydro-1,4,2-dioxazine COCC1(CNCC1)C1=NOCC(O1)CN1CCCCC1